FC=1C=CC(=C(C1)CC(=O)O)NC(C1=CC(=C(C=C1)N1CCCCC1)NC(=O)C1=NN(C2=CC=CC=C12)CC(F)(F)F)=O 2-(5-fluoro-2-(4-(piperidin-1-yl)-3-(1-(2,2,2-trifluoroethyl)-1H-indazole-3-carboxamido)benzamido)phenyl)acetic acid